thieno[2,3-b]pyridine-3-carboxylic acid (4-aminopiperidin-1-yl) amide dihydrochloride Cl.Cl.NC1CCN(CC1)NC(=O)C1=CSC2=NC=CC=C21